adenosine monotungstate C1=NC(=C2C(=N1)N(C=N2)[C@H]3[C@@H]([C@@H]([C@H](O3)CO)O)O)N.O[W](=O)O